BrC1=NN(C(=C1F)C)C1=CC=C(C=C1)OC(F)(F)F 3-bromo-4-fluoro-5-methyl-1-[4-(trifluoromethoxy)phenyl]pyrazole